C(#N)C=1C=C(CN2CC=3C(N(C=4N(C3CC2)C=CN4)CC4=CC=C(C=C4)C(F)(F)F)=O)C=CC1 7-(3-cyanobenzyl)-4-(4-trifluoromethylbenzyl)-6,7,8,9-tetrahydroimidazo[1,2-a]pyrido[3,4-e]pyrimidine-5(4H)-one